1,2,3-Trimethyl-N-(2-(piperidin-1-yl)ethyl)-1H-indole-5-carboxamide CN1C(=C(C2=CC(=CC=C12)C(=O)NCCN1CCCCC1)C)C